(12aR)-7-Hydroxy-12-(6,7-difluoro-5,10-dihydrothieno[3,2-c][2]benzothiepin-10-yl)-3,4,12,12a-tetrahydro-1H-[1,4]oxazino[3,4-c]pyrido[2,1-f][1,2,4]triazin-6,8-dion OC=1C(C=CN2N([C@H]3N(C(C21)=O)CCOC3)C3C2=C(SCC1=C3C=CC(=C1F)F)C=CS2)=O